FC(OC=1C=C(C=C(C1)F)C1=CC=C2C(N(CN(C2=C1)S(=O)(=O)C1=CC(=CC=C1)C(F)(F)F)CC(=O)N(C)C)=O)F 2-(7-(3-(difluoromethoxy)-5-fluorophenyl)-4-oxo-1-((3-(trifluoromethyl)phenyl)sulfonyl)-1,2-dihydroquinazolin-3(4H)-yl)-N,N-dimethylacetamide